(3R)-4-[7-(4,4-difluoropiperidin-1-yl)-3-(3-methyl-1H-pyrazol-5-yl)-[1,2]thiazolo[4,5-b]pyridin-5-yl]-3-methylmorpholine FC1(CCN(CC1)C1=C2C(=NC(=C1)N1[C@@H](COCC1)C)C(=NS2)C2=CC(=NN2)C)F